S(SC1=C(C=C(C(=O)O)C=C1C)C)C1=C(C=C(C(=O)O)C=C1C)C 4,4'-disulfanediylbis(3,5-dimethylbenzoic acid)